2,2'-dicyanatobiphenyl O(C#N)C1=C(C=CC=C1)C1=C(C=CC=C1)OC#N